C(C)(C)(C)OC(=O)N1C[C@@H]([C@@H](CC1)N1CC(C1)C1=CC=CC=2NC(N(C21)C)=O)F (3S,4R)-3-fluoro-4-[3-(3-methyl-2-oxo-1H-benzimidazol-4-yl)azetidin-1-yl]piperidine-1-carboxylic acid tert-butyl ester